(E)-N-(5-bromo-2-methylpyrimidin-4-yl)-N'-hydroxy-formamidine BrC=1C(=NC(=NC1)C)N\C=N\O